2-methyl-2-benzyl-1,3-cyclopentanedione CC1(C(CCC1=O)=O)CC1=CC=CC=C1